6-fluoro-7-(4,4,5,5-tetramethyl-1,3,2-dioxa-borolan-2-yl)-1H-indole-2-carboxylate FC1=CC=C2C=C(NC2=C1B1OC(C(O1)(C)C)(C)C)C(=O)[O-]